C1=C2C(C3=C(OC4=C3C(C3=CC=CC=C3C4=O)=O)C(C2=CC=C1)=O)=O dinaphtho[2,3-b:2',3'-d]furan-5,7,12,13-tetraone